3-methyl-2-oxo-1,2-dihydro-1,7-naphthyridine-6-carboxylic acid methyl ester COC(=O)C=1C=C2C=C(C(NC2=CN1)=O)C